NC1=C(C=C(C=C1)C1=CC=C(C=C1)F)[N-]C(C1=CC=C(C=C1)S(=O)(=O)C=1C=NC=CC1C)=O N-[2-amino-5-(4-fluorophenyl)phenyl]-4-[(4-methyl-3-pyridyl)sulfonyl]benzoyl-amide